5-(2-methylquinazolin-7-yl)thiazol-2-amine CC1=NC2=CC(=CC=C2C=N1)C1=CN=C(S1)N